NC1=NN2C(C=C(C=C2)C=2C(=CC(=C(C(=O)NCCC(O)C3=NC=C(C=C3)Cl)C2)C)F)=N1 5-(2-amino-[1,2,4]triazolo[1,5-a]pyridin-7-yl)-N-(3-(5-chloropyridin-2-yl)-3-hydroxypropyl)-4-fluoro-2-methylbenzamide